6-vinylimidazo[1,2-a]pyridine-8-carboxamide C(=C)C=1C=C(C=2N(C1)C=CN2)C(=O)N